(S)-5-(4-((3-ethyl-2,4-dioxo-1,2,3,4-tetrahydroquinazolin-7-yl)methyl)-2-methylpiperazin-1-yl)-N-methylpicolinamide C(C)N1C(NC2=CC(=CC=C2C1=O)CN1C[C@@H](N(CC1)C=1C=CC(=NC1)C(=O)NC)C)=O